C1=CC=CC=2C3=CC=CC=C3C(C12)COC(=O)N[C@H](C(=O)O)CNC(CCCC(=O)N)=O (S)-2-((((9H-fluoren-9-yl)methoxy)carbonyl)amino)-3-(5-amino-5-oxopentanamido)propanoic acid